tert-butyl N-[(3R)-8-fluoro-7-[5-(1-methyl-1-methylsulfonyl-ethyl)-1,2,4-oxadiazol-3-yl]-4-oxo-5-[(4-tetrahydropyran-4-ylphenyl)methyl]-2,3-dihydro-1,5-benzothiazepin-3-yl]carbamate FC1=CC2=C(N(C([C@H](CS2)NC(OC(C)(C)C)=O)=O)CC2=CC=C(C=C2)C2CCOCC2)C=C1C1=NOC(=N1)C(C)(S(=O)(=O)C)C